CN1N=C(C(=C1)C1=NC(=NC(=C1)N1CC(CC1)(NC)C)N)C 4-(1,3-dimethyl-1H-pyrazol-4-yl)-6-(3-methyl-3-(methylamino)pyrrolidin-1-yl)pyrimidin-2-amine